2-(Phenylethynyl)benzofuran-3-carbonitrile C1(=CC=CC=C1)C#CC=1OC2=C(C1C#N)C=CC=C2